(E)-tellurium (4-methyl styryl) 4-methylbenzenesulfonate CC1=CC=C(C=C1)S(=O)(=O)OC=CC1=CC=C(C=C1)C.[Te]